ClC1=CC2=C(N(C(C(N2C)=O)=O)C2CCC(CC2)OC2=CC=C(C=C2)OC(F)(F)F)N=C1 7-Chloro-1-methyl-4-((1s,4s)-4-(4-(trifluoromethoxy)phenoxy)cyclohexyl)-1,4-dihydropyrido[2,3-b]pyrazine-2,3-dione